CC(=O)NC1=CC=C(C=C1)OC2=CC=CC=C2 N-(4-phenoxyphenyl)acetamide